2-(4-methylphenyl)-p-phenylenediamine CC1=CC=C(C=C1)C1=C(C=CC(=C1)N)N